NC=1C=C(C=CC1)C[C@@H](C(=O)OCC1=CC=CC=C1)NC(=O)OC(C)(C)C benzyl (S)-3-(3-aminophenyl)-2-((tert-butoxycarbonyl)amino)propanoate